OCCNC(=O)C1=CC=C(C2=C1N=C(O2)N2CC1N(C(C2)C1)C(=O)OC(C)(C)C)C=1SC=CN1 tert-Butyl 3-(4-((2-hydroxyethyl)carbamoyl)-7-(thiazol-2-yl)benzo[d]oxazol-2-yl)-3,6-diazabicyclo[3.1.1]heptane-6-carboxylate